C(C)N(C)CC1=CC(=NC=C1)C=1C=C2CN(C(C2=CC1)=O)C1CNCCC1 3-(5-(4-((ethyl(methyl)amino)methyl)pyridin-2-yl)-1-oxoisoindolin-2-yl)piperidine